Methyl-pyridineamide tert-butyl-(19-(7-fluoro-5-oxo-1-thioxo-1,2-dihydro-[1,2,4]triazolo[4,3-a]quinazolin-4(5H)-yl)-15-oxo-3,6,9,12-tetraoxa-16-azanonadecyl)carbamate C(C)(C)(C)N(C(O)=O)CCOCCOCCOCCOCCC(NCCCN1C=2N(C3=CC=C(C=C3C1=O)F)C(NN2)=S)=O.CC=2C(=NC=CC2)C(=O)N